C1(CCCCC1)CC(=O)O[C@H]1[C@](O[C@H]2[C@H]1O[Si](O[Si](OC2)(C(C)C)C(C)C)(C(C)C)C(C)C)(C#N)C2=CC=C1C(=NC=NN12)N (6aR,8R,9R,9aR)-8-(4-aminopyrrolo[2,1-f][1,2,4]triazin-7-yl)-8-cyano-2,2,4,4-tetraisopropyltetrahydro-6H-furo[3,2-f][1,3,5,2,4]trioxadisilocin-9-yl 2-cyclohexylacetate